trans-crotonylen CC#CC